3-(6-methyl-1-(1-methyl-1H-indazol-5-yl)-2-(1-(methyl-d3)-1H-pyrazol-4-yl)-7-oxo-6,7-dihydro-3H-spiro[dipyrrolo[2,3-b:3',2'-d]pyridine-8,4'-piperidin]-1'-yl)propanenitrile CN1C(C2(CCN(CC2)CCC#N)C2=C3C(=NC=C21)NC(=C3C=3C=C2C=NN(C2=CC3)C)C=3C=NN(C3)C([2H])([2H])[2H])=O